C(C)C1=C(C=C(C2=C1C(N=C(S2)N2CCC1(OC[C@@H](O1)C)CC2)=O)[N+](=O)[O-])C(F)(F)F (S)-5-Ethyl-2-(2-methyl-1,4-dioxa-8-azaspiro[4.5]decan-8-yl)-8-nitro-6-(trifluoromethyl)-4H-1,3-benzothiazin-4-one